(R)-1-((R)-3-(9H-carbazol-9-yl)-2-hydroxypropyl)-4-methylimidazolidin-2-one C1=CC=CC=2C3=CC=CC=C3N(C12)C[C@H](CN1C(N[C@@H](C1)C)=O)O